7-chloro-dibenzo[b,d]furan-2-sulfonyl chloride ClC1=CC2=C(C3=C(O2)C=CC(=C3)S(=O)(=O)Cl)C=C1